[Al].C(C)(CC)O secondary butyl alcohol aluminum